FC(C=1C=C(N(N1)COCC[Si](C)(C)C)CC1CC2(CN(C2)C(=O)OC(C)(C)C)C1)F tert-butyl 6-[[5-(difluoromethyl)-2-(2-trimethylsilylethoxymethyl) pyrazol-3-yl] methyl]-2-azaspiro[3.3]heptane-2-carboxylate